N(C)[C@@H](CC1=CNC2=CC=CC=C12)C(=O)O anti-abrine